(7R)-2,3,7-trimethyloctahydronaphthalen CC1CC2=C[C@@H](CCC2CC1C)C